CN(CCCC(C=C)=O)C 6-(dimethylamino)-1-hexene-3-one